C(C)C(C(=O)OCC1=CC=C(C=C1)CN1CC(CC1)N(C)C)CCCCCC\C=C/CCCCCCCC (4-((3-(dimethylamino)pyrrolidin-1-yl)methyl)phenyl)methanol EthylOleate